di-m-tolyl butyl phosphate P(=O)(OC=1C=C(C=CC1)C)(OC=1C=C(C=CC1)C)OCCCC